FC1=C(CN2C(C3(CC2)CCN(CC3)C3=NC=CC=N3)=O)C=C(C=C1)F 2-(2,5-difluorobenzyl)-8-(pyrimidin-2-yl)-2,8-diazaspiro[4.5]decan-1-one